N[C@H]1CS(C2=C(N(C1=O)CC1=CC=C(C=C1)C1=NC=C(C=C1)C(F)(F)F)C=C(C(=C2)F)C2=CN=NC(=C2)C(C)(C)C)(=O)=O (3R)-3-amino-7-(6-tert-butylpyridazin-4-yl)-8-fluoro-1,1-dioxo-5-[[4-[5-(trifluoromethyl)-2-pyridyl]phenyl]methyl]-2,3-dihydro-1λ6,5-benzothiazepin-4-one